2-[(4-fluorophenoxy)methyl]-6-(2-methoxy-4-pyridyl)imidazo[1,2-a]pyrimidine FC1=CC=C(OCC=2N=C3N(C=C(C=N3)C3=CC(=NC=C3)OC)C2)C=C1